N-(2-(cyclohexyl)ethyl)-3-((2-cyclopropyl-4-(pyridin-2-ylmethoxy)phenyl)amino)benzamide C1(CCCCC1)CCNC(C1=CC(=CC=C1)NC1=C(C=C(C=C1)OCC1=NC=CC=C1)C1CC1)=O